3-[(4-CHLORO-3-NITRO-1H-PYRAZOL-1-YL)METHOXY]BENZALDEHYDE ClC=1C(=NN(C1)COC=1C=C(C=O)C=CC1)[N+](=O)[O-]